BrC1=CC=C2C(=NC(=NC2=C1F)OC[C@]12CCCN2C[C@@H](C1)F)N1CCOCC(C1)CCNC(OCC1=CC=CC=C1)=O benzyl (2-(4-(7-bromo-8-fluoro-2-(((2R,7aS)-2-fluorotetrahydro-1H-pyrrolizin-7a(5H)-yl)methoxy)quinazolin-4-yl)-1,4-oxazepan-6-yl)ethyl)carbamate